N-(5-fluoro-1H-indol-3-yl)-4-phenylpiperazine-1-carboxamide FC=1C=C2C(=CNC2=CC1)NC(=O)N1CCN(CC1)C1=CC=CC=C1